FC1=CC2=C(C(=C(S2)C2=CC=C(C=C2)F)C=2C(N(N=C(C2O)C)C)=O)C=C1 4-[6-fluoro-2-(4-fluorophenyl)benzothien-3-yl]-5-hydroxy-2,6-dimethyl-pyridazin-3-one